(±)-Allyl 2-(4-(3-aminooxetan-3-yl)phenyl)-4-methylpentanoate NC1(COC1)C1=CC=C(C=C1)[C@H](C(=O)OCC=C)CC(C)C |r|